C(C)OCOC1=C(C(=CC(=C1)C(C)(CCCCCC)C)OCOCC)C1=CC(=CC=C1)C 2,6-bis(ethoxymethoxy)-3'-methyl-4-(2-methyloctan-2-yl)-1,1'-biphenyl